2-cyanoethyl-2-phenylimidazolium C(#N)CC[N+]1=C(NC=C1)C1=CC=CC=C1